C(C1=CC=CC=C1)N(C(=O)C=1N=CC2=CC=CC=C2C1)C1CCN(CC1)S(=O)(=O)C(C)CCC N-benzyl-N-(1-(pentan-2-ylsulfonyl)piperidin-4-yl)isoquinoline-3-carboxamide